ClC1=NC(=CC2=C1COC2)N2C[C@@H](O[C@@H](C2)C)C 4-chloro-6-((cis)-2,6-dimethylmorpholino)-1,3-dihydrofuro[3,4-c]pyridine